2-[2-(3,4-Difluoro-2-methyl-phenoxy)-3-quinolinyl]-5-ethynyl-6-methyl-4-oxo-1H-pyridine-3-carboxylic acid ethyl ester C(C)OC(=O)C1=C(NC(=C(C1=O)C#C)C)C=1C(=NC2=CC=CC=C2C1)OC1=C(C(=C(C=C1)F)F)C